O1CCNCCNCCOCCNCCNCC1 1,10-dioxa-4,7,13,16-tetraazacyclooctadecane